C1(=CC=CC=C1)C1=C(C=CC2=C1OC1=C2C=CC=C1C1=CC=CC=C1)B1OC(C(O1)(C)C)(C)C 2-(4,6-diphenyldibenzo[b,d]furan-3-yl)-4,4,5,5-tetramethyl-1,3,2-dioxaborolan